(2R,3S,4R,5R)-4-fluoro-3-hydroxy-5-((S)-1-hydroxypropyl)tetrahydrofuran F[C@@H]1[C@H](CO[C@@H]1[C@H](CC)O)O